P(Cl)(Cl)OC(COC(C=C)C)COCC#C (1-methylallyloxy)-3-(propargyloxy)-2-propanol dichlorophosphite